FC1(CCC(CC1)[C@H](NC(=O)C1=NN(C=C1)C(C([2H])([2H])[2H])([2H])[2H])C=1OC2=C(N1)C=C(C=C2)CN2C(N[C@@H](C2)C(F)(F)F)=O)F N-((S)-(4,4-difluorocyclohexyl)(5-(((S)-2-oxo-4-(trifluoromethyl)-imidazolidin-1-yl)methyl)-benzo[d]oxazol-2-yl)methyl)-1-(ethyl-d5)-1H-pyrazole-3-carboxamide